3-(1-(2,2-Difluoroethyl)-1H-1,2,4-triazol-3-yl)-2-methoxyaniline FC(CN1N=C(N=C1)C=1C(=C(N)C=CC1)OC)F